10-[1-(2,6-Dioxopiperidin-3-yl)-3-methyl-2-oxo-1,3-benzodiazol-4-yl]dec-9-ynoic acid O=C1NC(CCC1N1C(N(C2=C1C=CC=C2C#CCCCCCCCC(=O)O)C)=O)=O